FC1=C(C#N)C(=CC=C1)I 2-fluoro-6-iodobenzonitrile